Cl.CNC=1C(=NC=C(C1)C(F)(F)F)NC=1SC=C(N1)C=1C=C2C(=CN1)N(C(C2)(C)C)C N3-methyl-5-(trifluoromethyl)-N2-(4-(1,2,2-trimethyl-2,3-dihydro-1H-pyrrolo[2,3-c]pyridin-5-yl)thiazol-2-yl)pyridine-2,3-diamine hydrochloride